O=C1NC(CCC1OC=1N(C2=C(N1)C=CC=C2OC[C@@H]2CN(CCO2)C(=O)OC(C)(C)C)C)=O tert-butyl (2S)-2-[[2-[(2,6-dioxo-3-piperidyl)oxy]-3-methyl-benzimidazol-4-yl]oxymethyl]morpholine-4-carboxylate